ClC1=CC=C(C(=N1)C(=O)O)N[C@@H](C)C=1C=C(C=C2C(N(C(=NC12)N1CCC(CC1)C(F)F)C)=O)C (S)-6-chloro-3-((1-(2-(4-(difluoromethyl)piperidin-1-yl)-3,6-dimethyl-4-oxo-3,4-dihydroquinazolin-8-yl)ethyl)amino)picolinic acid